1-(3-((2-amino-5-chloropyridin-3-yl)oxy)phenyl)-3-(4-methoxyphenyl)urea NC1=NC=C(C=C1OC=1C=C(C=CC1)NC(=O)NC1=CC=C(C=C1)OC)Cl